N1N=CC=2CC(CCC12)CN 1-(4,5,6,7-tetrahydro-1H-indazol-5-yl)methylamine